C(CCC)OC(C=C)=O Acrylic acid butyl ester